C(C1=CC=CC=C1)OC(=O)N1CCC(CC1)S(=O)(=O)Cl 4-(chloro-sulfonyl)-1-piperidinecarboxylic acid benzyl ester